N(C(=O)C)C1CCC(CC1)NC1=NC=C(C(=N1)N[C@H]1C[C@H](CCC1)O)C(=O)N 2-((1r,4r)-4-acetaminocyclohexylamino)-4-((1r,3s)-3-hydroxycyclohexylamino)pyrimidine-5-carboxamide